methyl 2-(4-(1-oxoisoindolin-2-yl)phenyl)butyrate O=C1N(CC2=CC=CC=C12)C1=CC=C(C=C1)C(C(=O)OC)CC